CN(C1CC2(CNC2)C1)C 6-(dimethylamino)-2-azaspiro[3.3]heptan